methoxy-1-methyl-1-phenylurea CONC(N(C1=CC=CC=C1)C)=O